(S)-N,N-dimethyl-3-hydroxy-3-(2-thienyl)-1-propylamine CN(C)CC[C@@H](C=1SC=CC1)O